NCCC=1C=NN(C1)C=1CN2C(N(C(C1)C2)OS(=O)(=O)O)=O.S(=O)(=O)(ON2C1C=C(CN(C2=O)C1)N1N=CC(=C1)C(C)=O)[O-].[Na+] sodium [3-(4-acetylpyrazol-1-yl)-7-oxo-1,6-diazabicyclo[3.2.1]oct-3-en-6-yl] sulfate [3-[4-(2-aminoethyl)pyrazol-1-yl]-7-oxo-1,6-diazabicyclo[3.2.1]oct-3-en-6-yl]hydrogensulfate